FC1=C(N=C2N(C1=O)CC[C@H](N2CC(C2CCOCC2)=O)C(F)(F)F)N2[C@@H](COCC2)C (S)-3-Fluoro-2-((R)-3-methylmorpholin-4-yl)-9-[2-oxo-2-(tetrahydro-pyran-4-yl)ethyl]-8-trifluoromethyl-6,7,8,9-tetrahydro-pyrimido[1,2-a]-pyrimidin-4-one